C1(=CC=CC=C1)C1=NN=C(S1)CNC(=O)C1=CC(=NN1)C(F)(F)F N-[(5-phenyl-1,3,4-thiadiazol-2-yl)methyl]-3-(trifluoromethyl)-1H-pyrazole-5-carboxamide